naphthalen-2-ol tritrifluoroacetate FC(C(=O)O)(F)F.FC(C(=O)O)(F)F.FC(C(=O)O)(F)F.C1=C(C=CC2=CC=CC=C12)O